C(C)C1=C(C=C(N)C=C1)S(=O)(=O)N1CCN(CCC1)C 4-ethyl-3-((4-methyl-1,4-diazepan-1-yl)sulfonyl)aniline